FC(C=1C(=NC(=NC1)NC1=C(C=C(C=C1)N1C[C@H]2CC[C@@H](C1)N2C)CC)NCCCN2C(OCCC2)=O)F 3-(3-((5-(Difluoromethyl)-2-((2-ethyl-4-((1R,5S)-8-methyl-3,8-diazabicyclo[3.2.1]octan-3-yl)phenyl)amino)pyrimidin-4-yl)amino)propyl)-1,3-oxazinan-2-on